ClC1=C(C=CC(=C1)C)N(C=1C=C(C(=O)N2CCN(CC2)CC2=NC3=C(N2C[C@H]2OCC2)C=C(C=C3)C(=O)O)C=CC1F)C (S)-2-((4-(3-((2-Chloro-4-methylphenyl)(methyl)amino)-4-fluorobenzoyl)piperazin-1-yl)methyl)-1-(oxetan-2-ylmethyl)-1H-benzo[d]imidazole-6-carboxylic acid